COCOC1=C(C=CC(=C1)C(F)(F)F)C1=NN=C(C2=CC=CC=C12)CC1CN(CCC1)C(=O)OC(C)(C)C tert-Butyl 3-((4-(2-(methoxymethoxy)-4-(trifluoromethyl)phenyl)phthalazin-1-yl)methyl)piperidine-1-carboxylate